(2S)-2-amino-2-(3,4-dihydroxyphenyl)methyl-3,3-difluoropropionic acid N[C@@](C(=O)O)(C(F)F)CC1=CC(=C(C=C1)O)O